FC1=CC=C(C(=C1N)OC)C1=NN(N=C1)C 6-fluoro-2-methoxy-3-(2-methyl-2H-1,2,3-triazol-4-yl)aniline